4-((2-acrylamidophenyl)amino)-N-(2-chloro-6-methylphenyl)-2-((3-methyl-4-(4-methylpiperazin-1-yl)phenyl)amino)pyrimidine-5-carboxamide C(C=C)(=O)NC1=C(C=CC=C1)NC1=NC(=NC=C1C(=O)NC1=C(C=CC=C1C)Cl)NC1=CC(=C(C=C1)N1CCN(CC1)C)C